2-(4-bromo-5-fluoro-2-hydroxyphenyl)acetonitrile BrC1=CC(=C(C=C1F)CC#N)O